7-bromo-2-methylisoquinolin-1(2H)-one BrC1=CC=C2C=CN(C(C2=C1)=O)C